tert-butyl (2R,5S)-2-(7-bromo-2-naphthyl)-5-methyl-piperidine-1-carboxylate BrC1=CC=C2C=CC(=CC2=C1)[C@@H]1N(C[C@H](CC1)C)C(=O)OC(C)(C)C